FC=1C=C2C(C(COC2=CC1C1=CC(=C(C(=C1)C)OC)C)(C)C)NC(O[C@@H]1CN2CCC1CC2)=O (S)-quinuclidin-3-yl (6-fluoro-7-(4-methoxy-3,5-dimethylphenyl)-3,3-dimethylchroman-4-yl)carbamate